6-amino-4-methyl-3,4-dihydro-1H-quinolin-2-one NC=1C=C2C(CC(NC2=CC1)=O)C